C(C)N1C(C(=CC1)C1=CC=2C(=NC=CC2NC=2C(=CC3=C(N=CS3)C2)F)S1)(C)C N-(2-(1-ethyl-2,2-dimethyl-2,5-dihydro-1H-pyrrol-3-yl)thieno[2,3-b]pyridin-4-yl)-6-fluorobenzo[d]thiazol-5-amine